O=C1N(C(C=C1)=O)CCC(=O)NCCOCCOCCOCCOCC#C 3-(2,5-dioxo-2,5-dihydro-1H-pyrrol-1-yl)-N-(3,6,9,12-tetraoxapentadeca-14-yn-1-yl)propionamide